1-((2-chlorothiazol-5-yl)methyl)-3-methyl-8-nitro-2,3-dihydro-imidazo[1,2-a]pyridin-5(1H)-one ClC=1SC(=CN1)CN1CC(N2C1=C(C=CC2=O)[N+](=O)[O-])C